2-(3-(((18-methoxy-18-oxooctadec-9-en-7-yl)oxy)carbonyl)oxiran-2-yl)acetic acid COC(CCCCCCCC=CCC(CCCCCC)OC(=O)C1C(O1)CC(=O)O)=O